CN(CCN(C1=C(C=C(C(=C1)OC)NC1=NC=CC(=C1)N1CC(C2=NC(=CC=C21)C)(C)C)NC(C=C)=O)C)C N-(2-((2-(dimethylamino)ethyl)(methyl)amino)-4-methoxy-5-((4-(3,3,5-trimethyl-2,3-dihydro-1H-pyrrolo[3,2-b]pyridin-1-yl)pyridin-2-yl)amino)phenyl)acrylamide